NC=1C=CC(=NC1)OCCOCCOCCNC(OC(C)(C)C)=O tert-Butyl N-[2-(2-{2-[(5-aminopyridin-2-yl)oxy]ethoxy}ethoxy)ethyl]carbamate